C(C)(C)(C)C1=CC=2C(C3=CC=CC=C3C(C2C=C1)=O)=O 2-tertiary butyl-anthraquinone